C1=CC=CC=2C3=CC=CC=C3N(C12)CCCCP(O)(O)=O 4-(carbazole-9-yl)butylphosphonic acid